3-ethyl-4-methyl-2-oxo-N-(4-sulfamoylphenethyl)-2,5-dihydro-1H-pyrrole-1-carboxamide C(C)C=1C(N(CC1C)C(=O)NCCC1=CC=C(C=C1)S(N)(=O)=O)=O